C1(CC1)C1=C(C=CC=C1)C1NCC2=NN=C(N2C=2SC=3CC(CC3C12)C(=O)N1CCOCC1)C 9-(2-Cyclopropylphenyl)-3-methyl-13-(morpholine-4-carbonyl)-16-thia-2,4,5,8-tetraazatetracyclo[8.6.0.02,6.011,15]-hexadeca-1(10),3,5,11(15)-tetraene